N1=CC(=CC(=C1)NCC=1C=C(C(=O)N[C@@H]2[C@H](CCCC2)O)C=CC1C)C=1C=NC=CC1 3-{[([3,3'-bipyridin]-5-yl)amino]methyl}-N-[(1S,2S)-2-hydroxycyclohexyl]-4-methylbenzamide